(2S,3R,4R,5S)-2-(hydroxymethyl)-1-(((R)-1-(4-(trifluoromethyl)pyrimidin-5-yl)pyrrolidin-3-yl)methyl)piperidine-3,4,5-triol OC[C@@H]1N(C[C@@H]([C@H]([C@@H]1O)O)O)C[C@@H]1CN(CC1)C=1C(=NC=NC1)C(F)(F)F